Methyl 5-cyclopropyloxy-4-hydroxy-2-nitrobenzoate C1(CC1)OC=1C(=CC(=C(C(=O)OC)C1)[N+](=O)[O-])O